4-((S)-3-fluoropyrrolidin-1-yl)but-2-enamide F[C@@H]1CN(CC1)CC=CC(=O)N